1-(2,4,5-trifluorobenzyl)-6-chloro-3-((5-methylthiazol-2-yl)methyl)pyrimidine-2,4(1H,3H)-dione FC1=C(CN2C(N(C(C=C2Cl)=O)CC=2SC(=CN2)C)=O)C=C(C(=C1)F)F